C(#N)C=1COC(C1C=CC1=CC=C(C=C1)N1CCNCC1)(C)C 3-cyano-5,5-dimethyl-4-(4-(piperazin-1-yl)styryl)furan